2-(2,3-dihydropyrrolo[3',2':5,6]pyrido[2,3-b][1,4]oxazin-1(6H)-yl)nicotinamide N1(C2=C(OCC1)N=C1C(=C2)C=CN1)C1=C(C(=O)N)C=CC=N1